amino-3,4-dihydroisoquinoline NC1=NCCC2=CC=CC=C12